tert-butyl 3-(2-ethoxy-2-oxoethyl)-2-oxo-2,3-dihydro-1H-benzo[d]imidazole-1-carboxylate C(C)OC(CN1C(N(C2=C1C=CC=C2)C(=O)OC(C)(C)C)=O)=O